1-(5-((4-cyclopropyl-3-(trifluoromethyl)benzyl)oxy)-2,3-dihydro-1H-inden-1-yl)azetidine-3-carboxylic acid C1(CC1)C1=C(C=C(COC=2C=C3CCC(C3=CC2)N2CC(C2)C(=O)O)C=C1)C(F)(F)F